(Z)-2-cyano-3-hydroxy-N-(5-(N-(2-methoxy-ethyl)sulfamoyl)pyrimidin-2-yl)-3-(5-methylisoxazol-4-yl)acrylamide C(#N)/C(/C(=O)NC1=NC=C(C=N1)S(NCCOC)(=O)=O)=C(\C=1C=NOC1C)/O